[Na].C1(CCC(N1OC(=O)C1CCCCC1)=O)=O cyclohexane-1-carboxylic acid succinimidyl ester sodium salt